C(#N)C1=CC=C(C=C1)CCS(=O)(=O)F (E)-2-(4-cyanophenyl)ethane-1-sulfonyl fluoride